CC1(CC1)CC=1NC(=NN1)C1=CC=C(C=C1)C1CN(C1)C(=O)N1CC2(C1)CC(C2)N2N=C(N=C2)C(F)(F)F [3-[4-[5-[(1-methylcyclopropyl)methyl]-4H-1,2,4-triazol-3-yl]phenyl]azetidin-1-yl]-[6-[3-(trifluoromethyl)-1,2,4-triazol-1-yl]-2-azaspiro[3.3]heptane-2-yl]methanone